ClC1=C(C(=O)OC)C=C(C=C1C)OC[C@H](C)NS(=O)(=O)C(F)(F)F methyl (S)-2-chloro-3-methyl-5-{2-[(trifluoromethyl)sulfonamido]propoxy}benzoate